N-(3-(2,3-Dihydrobenzo[b][1,4]dioxin-6-yl)-1-methyl-1H-indol-6-yl)-3-(imidazo[1,2-b]pyridazin-3-ylethynyl)-4-methyl-benzamide O1C2=C(OCC1)C=C(C=C2)C2=CN(C1=CC(=CC=C21)NC(C2=CC(=C(C=C2)C)C#CC2=CN=C1N2N=CC=C1)=O)C